6-(8-chloro-4-((1-trityl-1H-imidazol-5-yl)methyl)-5,6-dihydro-4H-[1,4]oxazepino[5,6,7-de]quinazolin-9-yl)-4-methyl-5-(trifluoromethyl)pyridin-2-amine ClC1=C2C=3C(=NC=NC3C=C1C1=C(C(=CC(=N1)N)C)C(F)(F)F)N(CCO2)CC2=CN=CN2C(C2=CC=CC=C2)(C2=CC=CC=C2)C2=CC=CC=C2